8-((2-oxaspiro[3.3]heptan-6-yl)amino)pentadecanedioic acid 1-(2-heptylnonyl) 15-(8-methylnonyl) ester CC(CCCCCCCOC(CCCCCCC(CCCCCCC(=O)OCC(CCCCCCC)CCCCCCC)NC1CC2(COC2)C1)=O)C